CS(=O)C1=CC=C(C=C1)C1=CC=C(C=C1)C(=O)NC1=CC=C(C=C1)C1=CC=CC=C1 4'-(4'-(methylsulfinyl)-[1,1'-biphenyl]-4-carboxamido)-[1,1'-biphenyl]